N-(aminocarbonyl)succinimide NC(=O)N1C(CCC1=O)=O